C(CCCCCC(C)(C)C)(=O)O.C(\C=C\C)(=O)O.C(C)(=O)OC=C vinyl acetate crotonate neodecanoate